8-(4-(2-Cyanophenyl)-benzylthio)guanosine C(#N)C1=C(C=CC=C1)C1=CC=C(CSC=2N([C@H]3[C@H](O)[C@H](O)[C@@H](CO)O3)C=3N=C(NC(C3N2)=O)N)C=C1